(4,6-dimethylpyridin-3-yl)methylamine dihydrochloride Cl.Cl.CC1=C(C=NC(=C1)C)CN